C(C)(C)(C)C1=CC(=NC=N1)C=1OC2=C(C1)C=C(C=C2)SC(C(=O)O)(C)C 2-((2-(6-(tert-butyl)pyrimidin-4-yl)benzofuran-5-yl)thio)-2-methylpropanoic acid